C(C)N(C(C1=CC=CC=C1)=O)CC(=C)C N-ethyl-N-[(2-methyl)allyl]benzamide